ClC=1C(=C(C(=C(C(=O)N)C1)C1=CC(=CC2=C1C[C@](O2)(C2=CC=CC=C2)CNC2C[C@H](O[C@H](C2)C)C)F)F)OCCO (2s,4s)-5-chloro-2-(((((2r,4r,6s)-2,6-dimethyltetrahydro-2H-pyran-4-yl)amino)methyl)-6-fluoro-2-phenyl-2,3-dihydrobenzofuran-4-yl)-3-fluoro-4-(2-hydroxyethoxy)benzamide